C(C(O)CC(=O)O)(=O)O.COC=1C=C2C(=CC=NC2=CC1OC)OC1=CC=C(C=C1)C1C(C1)(C(=O)N)C(=O)NC1=CC=C(C=C1)F (4-{[6,7-bis(methyloxy)quinolin-4-yl]oxy}phenyl)-N'-(4-fluorophenyl)cyclopropane-1,1-dicarboxamide, malate salt